(R)-2-((5-nitropyridin-2-yl)dithio)propan-1-ol [N+](=O)([O-])C=1C=CC(=NC1)SS[C@@H](CO)C